3-(1-Benzyl-1H-pyrazol-4-yl)-5-bromo-1H-pyrazolo[3,4-b]pyridine C(C1=CC=CC=C1)N1N=CC(=C1)C1=NNC2=NC=C(C=C21)Br